3-((3,5-difluoro-4-((1R,3R)-2-(2-fluoro-2-methylpropyl)-3-methyl-2,3,4,9-tetrahydro-1H-pyrido[3,4-b]indol-1-yl)phenyl)amino)azetidine-1-carboxylic acid tert-butyl ester C(C)(C)(C)OC(=O)N1CC(C1)NC1=CC(=C(C(=C1)F)[C@H]1N([C@@H](CC2=C1NC1=CC=CC=C21)C)CC(C)(C)F)F